CC(CC1N=NC2=CC(=CC=C12)C1=NC(=NO1)C=1C=NNC1)(C)O 2-methyl-1-{6-[3-(1H-pyrazol-4-yl)-1,2,4-oxadiazol-5-yl]-3H-indazol-3-yl}propan-2-ol